N,N'-((ethane-1,2-diylbis(oxy))bis(2-(2-(1H-tetrazol-5-yl)pyridin-4-yl)-5-(2-methoxyphenoxy)pyrimidine-6,4-diyl))bis(5-methylpyridine-2-sulfonamide) C(COC1=C(C(=NC(=N1)C1=CC(=NC=C1)C1=NN=NN1)NS(=O)(=O)C1=NC=C(C=C1)C)OC1=C(C=CC=C1)OC)OC1=C(C(=NC(=N1)C1=CC(=NC=C1)C1=NN=NN1)NS(=O)(=O)C1=NC=C(C=C1)C)OC1=C(C=CC=C1)OC